ClC=CC=CCl 1,4-dichloro-1,3-butadiene